ClC1=CC=CC(=N1)OCC1=C(C#N)C=CC=C1F (((6-Chloropyridin-2-yl)oxy)methyl)-3-fluorobenzonitrile